3-(ethyliminomethylideneamino)-N,N-dimethyl-1-propanamine C(C)N=C=NCCCN(C)C